(52R,53R)-52,53-bis(((benzyloxy)carbonyl)amino)-3,19,35,51,54-pentaoxo-1-phenyl-2,6,9,12,15,22,25,28,31,38,41,44,47-tridecaoxa-18,34,50,55-tetraazanonapentacontan-59-oic acid C(C1=CC=CC=C1)OC(=O)N[C@@H](C(NCCOCCOCCOCCOCCC(NCCOCCOCCOCCOCCC(NCCOCCOCCOCCOCCC(OCC1=CC=CC=C1)=O)=O)=O)=O)[C@H](C(NCCCC(=O)O)=O)NC(=O)OCC1=CC=CC=C1